3,12-dihydroxyl-7-ketocholanic acid OC1CC2CC([C@H]3[C@@H]4CC[C@H]([C@@H](CCC(=O)O)C)[C@]4(C(C[C@@H]3[C@]2(CC1)C)O)C)=O